C(C1=CC=CC=C1)N1CCN(CC1)CCOCCOCCOCCOCCOCCOCCC(OC(C)(C)C)=O benzyl-4-(23,23-dimethyl-21-oxo-3,6,9,12,15,18,22-heptaoxatetracosyl)piperazine